spiro[cyclopropane-1,3'-indol]-2'-one N1C(C2(C3=CC=CC=C13)CC2)=O